5-chloro-N-(2,4-difluoro-3-((imidazo[1,5-b]pyridazin-3-yloxy)methyl)phenyl)-2-methoxypyridine-3-sulfonamide ClC=1C=C(C(=NC1)OC)S(=O)(=O)NC1=C(C(=C(C=C1)F)COC1=CC=2N(N=C1)C=NC2)F